C12(CC3CC(CC(C1)C3)C2)C(=O)N[C@H](C(=O)O)CCC(=O)N2CCN(CC2)C (S)-2-(adamantane-1-carboxamido)-5-(4-methylpiperazin-1-yl)-5-oxopentanoic acid